FC1=C(C=CC(=C1)F)CC(=O)N 2,4-difluorophenylacetamide